N-(6-amino-5-fluoro-4-(2-hydroxypropan-2-yl)pyridin-3-yl)-6-(trifluoromethoxy)pyridinecarboxamide NC1=C(C(=C(C=N1)NC(=O)C1=NC(=CC=C1)OC(F)(F)F)C(C)(C)O)F